1-trimethoxysilyl-2-bis(methyldiethoxysilylpropylamino)methylsilylethylene CO[Si](C=C[SiH2]C(NCCC[Si](C)(OCC)OCC)NCCC[Si](OCC)(OCC)C)(OC)OC